B(O)O.N1C(C=CC=C1)=O PYRIDON BORONATE